N1=CC=C(C=C1)C=1C=C(C=CC1)C1=C2C=CC3=C(C2=NC=2C4=C(C=CC12)C=CC=C4)C=CC=C3 7-(3-(pyridin-4-yl)phenyl)dibenzo[c,h]acridine